FC1=CC=C(C=C1)NC(=O)N[C@@H]1/C(/NC[C@H]1C1=CC=C(C=C1)OC)=N/OC |o1:11,15| (-)-1-(4-Fluorophenyl)-3-[(3S*,4R*,Z)-2-(methoxyimino)-4-(4-methoxyphenyl)pyrrolidin-3-yl]urea